benzyl (2S,3R,4S)-2-[(3-{[6-(aminomethyl)-3-methylpyridin-2-yl]methyl}-2-fluorophenyl)methyl]-3-[(ethanesulfonyl)amino]-4-fluoropyrrolidine-1-carboxylate NCC1=CC=C(C(=N1)CC=1C(=C(C=CC1)C[C@@H]1N(C[C@@H]([C@@H]1NS(=O)(=O)CC)F)C(=O)OCC1=CC=CC=C1)F)C